(S)-2-((((9H-fluoren-9-yl)methoxy)carbonyl)amino)-3-(1-(tert-butoxycarbonyl)-5-methoxy-2-methyl-1H-indol-3-yl)propanoic acid C1=CC=CC=2C3=CC=CC=C3C(C12)COC(=O)N[C@H](C(=O)O)CC1=C(N(C2=CC=C(C=C12)OC)C(=O)OC(C)(C)C)C